C1(=CC=CC=C1)P([C-]1C=C(C=C1)C(C)(C)C)C1=CC=CC=C1.[C-]1(C=C(C=C1)C(C)(C)C)P(C1=CC=CC=C1)C1=CC=CC=C1.[Fe+2] 1,1'-bis(diphenylphosphino)-3,3'-di-tert-butylferrocene